[OH-].C(C)[N+](CCO)(CC)CC triethylhydroxyethyl-ammonium hydroxide